(S)-1-cyclopropylethan-1-ol C1(CC1)[C@H](C)O